4-furandimethanol-14C O1[14C](=CC(=C1)CO)CO